3-phenyl-1,3-propanediol C1(=CC=CC=C1)C(CCO)O